C(C)(C)(C)OC(=O)N1CC2(CC2)CC(C1)(C1=CNC2=NC=CC=C21)O tert-butyl-7-hydroxy-7-(1H-pyrrolo[2,3-b]pyridin-3-yl)-5-azaspiro[2.5]octane-5-carboxylate